2-(5-((3r,5r,7r)-adamantan-1-yl)-1H-indol-3-yl)acetic acid C12(CC3CC(CC(C1)C3)C2)C=2C=C3C(=CNC3=CC2)CC(=O)O